C5-chloro-3-cyclobutyl-1H-pyrazolo[4,3-b]pyridine ClC1=CC=C2C(=N1)C(=NN2)C2CCC2